(S,E)-methyl 7-(1-(2-(bicyclo[2.2.1]heptan-1-ylamino)-2-oxoethyl)-2-oxo-1,2-dihydropyridin-3-ylamino)-6-(3-methylbenzofuran-2-carboxamido)-7-oxohept-2-enoate C12(CCC(CC1)C2)NC(CN2C(C(=CC=C2)NC([C@H](CC/C=C/C(=O)OC)NC(=O)C=2OC1=C(C2C)C=CC=C1)=O)=O)=O